tert-butyl (S)-tert-butyl((7-bromo-9-methyl-4-oxo-4H-pyrido[1,2-a]pyrimidin-2-yl)methyl)((5-oxopyrrolidin-2-yl)methyl)carbamate C(C)(C)(C)[C@@H](C1NC(CC1)=O)N(C(OC(C)(C)C)=O)CC=1N=C2N(C(C1)=O)C=C(C=C2C)Br